C1(CCCCC1)N(C(=O)C1=CC=C(C=C1)B(O)O)C 4-(CYCLOHEXYL(METHYL)CARBAMOYL)PHENYLBORONIC ACID